P(OCCCCCCCCCCCCCCCCCCCC)([O-])[O-] arachidyl phosphite